2-fluoro-4-isobutyl-6-((1R,5S,6r)-6-((2-oxopyridin-1(2H)-yl)methyl)-3-azabicyclo[3.1.0]hex-3-yl)benzonitrile FC1=C(C#N)C(=CC(=C1)CC(C)C)N1C[C@H]2C([C@H]2C1)CN1C(C=CC=C1)=O